4-amino-1-isobutyl-1H-imidazole NC=1N=CN(C1)CC(C)C